(R)-N-Benzyl-5-(2-(2,5-difluorophenyl)pyrrolidin-1-yl)-3H-imidazo[4,5-b]pyridine-3-carboxamide C(C1=CC=CC=C1)NC(=O)N1C=NC=2C1=NC(=CC2)N2[C@H](CCC2)C2=C(C=CC(=C2)F)F